PHENYLSULFONAMIDE C1(=CC=CC=C1)S(=O)(=O)N